ClC1=CC=CC2=C1C[C@@H](C1=NC=CC=C1O2)CN |o1:8| (R*)-(9-chloro-10,11-dihydrobenzo[6,7]oxepino[3,2-b]pyridin-11-yl)methanamine